O.[Fe].[Ti].[V] vanadium-titanium iron water